CN(C1=NC=CC=C1CNC1=NC(=NC=C1C(F)(F)F)NC=1C=C(C=CC1)NC(CC)=O)S(=O)(=O)C N-[3-({4-[({2-[methyl(methylsulfonyl)amino]pyridin-3-yl}methyl)amino]-5-(trifluoromethyl)pyrimidin-2-yl}amino)phenyl]propanamide